CN1N=C(C(=C1)C1=C2CCN(C(C2=CC(=C1)CCN(C)CC)=O)[C@@H](C)C1=NC=C(C#N)C(=C1)OCC)C (S)-6-(1-(5-(1,3-dimethyl-1H-pyrazol-4-yl)-7-(2-(ethyl(methyl)amino)ethyl)-1-oxo-3,4-dihydroisoquinolin-2(1H)-yl)ethyl)-4-ethoxynicotinonitrile